triphenyltriethylsulfenamide C1(=CC=CC=C1)C(CSN(CC)CC)(C1=CC=CC=C1)C1=CC=CC=C1